C(C)(=O)N[C@@H]1C(N[C@H](C(N[C@@H](CCCCNC(C1)=O)C(=O)N[C@@H](CCCNC(N)=N)C(=O)C=1SC2=C(N1)C=CC(=C2)C(=O)N[C@@H](C(=O)N)C(C)C)=O)CC(C)C)=O 2-(((3S,6S,14S)-6-acetamido-3-isobutyl-2,5,8-trioxo-1,4,9-triazacyclotetradecane-14-carbonyl)-L-arginyl)-N-((R)-1-amino-3-methyl-1-oxobutan-2-yl)benzo[d]thiazole-6-carboxamide